6-(8-(3-(8-fluoro-1-oxo-1,2-dihydroisoquinolin-3-yl)propyl)3,8-diazabicyclo[3.2.1]octan-3-yl)nicotinonitrile FC=1C=CC=C2C=C(NC(C12)=O)CCCN1C2CN(CC1CC2)C2=NC=C(C#N)C=C2